3-((3,5-bistrifluoromethylphenyl)amino)-6-methoxybenzo[d]isothiazole 1,1-dioxide FC(C=1C=C(C=C(C1)C(F)(F)F)NC1=NS(C2=C1C=CC(=C2)OC)(=O)=O)(F)F